(S)-2-((4-(6-((3-Fluoropyrazolo[1,5-a]pyridin-4-yl)methoxy)pyridin-2-yl)piperidin-1-yl)methyl)-1-(oxetan-2-ylmethyl)-1H-benzo[d]imidazole-6-carboxylic acid FC=1C=NN2C1C(=CC=C2)COC2=CC=CC(=N2)C2CCN(CC2)CC2=NC1=C(N2C[C@H]2OCC2)C=C(C=C1)C(=O)O